BrC1=CC=C(C=C1)C=1C(=C(C2=CC=CC=C2C1)C#N)NC(C)(C)C 3-(4-bromophenyl)-2-tert-butylamino-1-naphthalonitrile